C(C1=CC=CC=C1)OCC=1N(C=2N(C(N=C(C2N1)N1C[C@H](N(C[C@@H]1C)C(=O)OC(C)(C)C)CC)=O)C)C tert-butyl (2R,5S)-4-(8-((benzyloxy) methyl)-3,9-dimethyl-2-oxo-3,9-dihydro-2H-purin-6-yl)-2-ethyl-5-methylpiperazine-1-carboxylate